(pentafluorobenzyl)-borat FC1=C(C(=C(C(=C1COB([O-])[O-])F)F)F)F